8-(4-chloro-2-fluoro-phenyl)-6-[(2R,6S)-2-(1-cyclopropylpyrazol-4-yl)-6-methyl-morpholin-4-yl]-3-methyl-2-(trifluoromethyl)pyrimido[5,4-d]pyrimidin-4-one ClC1=CC(=C(C=C1)C1=NC(=NC2=C1N=C(N(C2=O)C)C(F)(F)F)N2C[C@H](O[C@H](C2)C)C=2C=NN(C2)C2CC2)F